COC=1C=C(OC2=CC=C(C=C2)C2C=3C(NC(C2)=O)=NNC3)C=C(C1)C(F)(F)F 4-{4-[3-methoxy-5-(trifluoromethyl)phenoxy]phenyl}-2h,4h,5h,6h,7h-pyrazolo[3,4-b]pyridin-6-one